Dibenzyl-cyclooctyl-sulfo-N-hydroxysuccinimide C(C1=CC=CC=C1)C1(C(C(=O)N(C1=O)O)(S(=O)(=O)O)C1CCCCCCC1)CC1=CC=CC=C1